CN1CCN(CC1)[C@@H](C(=O)N)C (R)-2-(4-methylpiperazin-1-yl)propionamide